N-[3-fluoro-4-[[6-(methanesulfonamido)-7-methoxy-1,5-naphthyridin-4-yl]oxy]phenyl]-5-(4-fluorophenyl)-4-hydroxy-6-methylpyridine-3-carboxamide FC=1C=C(C=CC1OC1=CC=NC2=CC(=C(N=C12)NS(=O)(=O)C)OC)NC(=O)C=1C=NC(=C(C1O)C1=CC=C(C=C1)F)C